Tert-butyl (S)-6-(3-(4-benzyl-2-ethyl-2-methylpiperazin-1-yl)-4-bromo-1H-pyrazol-1-yl)-2-azaspiro[3.3]heptane-2-carboxylate C(C1=CC=CC=C1)N1C[C@](N(CC1)C1=NN(C=C1Br)C1CC2(CN(C2)C(=O)OC(C)(C)C)C1)(C)CC